ClC=1C=C(C=C(C1OCCCl)C#N)C(C)(C)C1=CC=C(OCC=2N=C(SC2)NS(=O)(=O)C)C=C1 N-(4-((4-(2-(3-chloro-4-(2-chloroethoxy)-5-cyanophenyl)propan-2-yl)phenoxy)methyl)thiazol-2-yl)methanesulfonamide